natrium iodat I(=O)(=O)[O-].[Na+]